C(C)(C)(C)NC(=O)[C@]1(N(C2=CC=CC=C2C1=C)C(=O)C1CCCC1)C1=NC=CC=C1 |r| (±)-N-tert-butyl-1-cyclopentanecarbonyl-3-methylene-2-(pyridin-2-yl)indoline-2-carboxamide